tert-butyl 4-[[2-chloro-4-[[5-[6-(dimethylamino)-2,5-difluoro-3-pyridyl]-1-methyl-azole-2-carbonyl]amino]benzoyl]amino]piperidine-1-carboxylate ClC1=C(C(=O)NC2CCN(CC2)C(=O)OC(C)(C)C)C=CC(=C1)NC(=O)C=1N(C(=CC1)C=1C(=NC(=C(C1)F)N(C)C)F)C